NC=1C2=C(N=CN1)N(C=C2C=2C(=C1CCN(C1=CC2)C(=O)OC(C)(C)C)F)CCOC TERT-BUTYL 5-(4-AMINO-7-(2-METHOXYETHYL)-7H-PYRROLO[2,3-D]PYRIMIDIN-5-YL)-4-FLUOROINDOLINE-1-CARBOXYLATE